C(C)C=1C=C(C=C(C1)CC)C1=NN(C(=C1O)C)C 3-(3,5-Diethylphenyl)-1,5-dimethyl-pyrazol-4-ol